1-(2-aminoethyl)imidazoline NCCN1C=NCC1